6-fluoro-4-(hydroxymethyl)-1H-indol FC1=CC(=C2C=CNC2=C1)CO